C1=CC=C2C=C(C=CC2=C1)OC3=CC4=CC=CC=C4C=C3 2,2'-dinaphthyl ether